2-butenediol C/C=C/C(O)O